methyl 5-{[4'-(4,4-difluorocyclohexyl)-[1,1'-biphenyl]-4-yl]oxy}-1H-1,2,3-triazole-4-carboxylate FC1(CCC(CC1)C1=CC=C(C=C1)C1=CC=C(C=C1)OC1=C(N=NN1)C(=O)OC)F